OCC=1C=CC=2C3=C(C(NC2C1)=O)COC3 7-(hydroxymethyl)-1H,3H,4H,5H-furo[3,4-c]quinolin-4-one